COC(C1=NC(=C(C=C1)N1CCNCC1)C)=O.COC1=CC2=C(N=C(S2)NC(COC2=C(OC3=CC=CC=C3C2=O)C2=CC=C(C=C2)C)=O)C=C1 N-(6-methoxybenzo[d]thiazol-2-yl)-2-((4-oxo-2-(p-tolyl)-4H-chromen-3-yl)oxy)acetamide methyl-6-methyl-5-(piperazin-1-yl)picolinate